CC=1C=NN(C1)CC(=O)OCCC=C(F)F 4,4-difluorobut-3-en-1-yl 2-(4-methyl-1H-pyrazol-1-yl)acetate